2-(3-methoxy-4-phenoxyphenyl)-8-(piperidin-4-yl)-5,6,7,8-tetrahydroimidazo[1,2-b]pyridazine-3-carboxamide COC=1C=C(C=CC1OC1=CC=CC=C1)C=1N=C2N(NCCC2C2CCNCC2)C1C(=O)N